ClC=1C=C(C=CC1F)[C@@H](NC(=O)N1[C@@H](C(NCC1)=O)C)C=1C=NC(=CC1)C(F)(F)F (2R)-N-((R)-(3-chloro-4-fluorophenyl)(6-(trifluoromethyl)pyridin-3-yl)methyl)-2-methyl-3-oxopiperazine-1-carboxamide